(6AR)-4-chloro-3-(2-chloro-6-methoxyphenyl)-1-[(trimethylsilyl)ethynyl]-6a,7,9,10-tetrahydro-12H-pyrazino[2,1-c]pyrido[3,4-f][1,4]oxazepin-8(6H)-carboxylic acid tert-butyl ester C(C)(C)(C)OC(=O)N1C[C@@H]2COC3=C(CN2CC1)C(=NC(=C3Cl)C3=C(C=CC=C3OC)Cl)C#C[Si](C)(C)C